BrC1=CC2=C(N=CN=C2N[C@H](C)C2=C(C(=CC=C2)C(F)F)F)N(C1=O)C 6-bromo-4-{[(1R)-1-[3-(difluoromethyl)-2-fluorophenyl]ethyl]amino}-8-methyl-7H,8H-pyrido[2,3-d]-pyrimidin-7-one